methyl-maleamide C/C(/C(=O)N)=C/C(=O)N